(3R)-N-(((2S,5R)-6-(phenylmethyloxy)-7-oxo-1,6-diazabicyclo[3.2.1]oct-2-yl)(imino)methyl)-1-methylpiperidine-3-carboxamide C1(=CC=CC=C1)CON1[C@@H]2CC[C@H](N(C1=O)C2)C(NC(=O)[C@H]2CN(CCC2)C)=N